6-((tert-butoxycarbonyl)amino)-5-(difluoromethoxy)nicotinic acid C(C)(C)(C)OC(=O)NC1=NC=C(C(=O)O)C=C1OC(F)F